ClC=1C=CC(=C(OCC=2N=CSC2)C1)I 4-((5-chloro-2-iodophenoxy)methyl)thiazole